CC(C)(C1=CC=C(C=C1)SC)NC1=NC=C(C=N1)C=1C=C(C=CC1)C#N 3-(2-{[1-methyl-1-(4-methylthiophenyl)ethyl]amino}pyrimidin-5-yl)benzenecarbonitrile